C(C1=CC=CC=C1)(=O)OC1CC(NC(C1)(C)C)(C)C 2,2,6,6-Tetramethyl-4-piperidyl benzoate